2-methyl-6-[5-methyl-4-nitro-2-(2-trimethylsilylethoxymethyl)pyrazol-3-yl]aniline CC1=C(N)C(=CC=C1)C=1N(N=C(C1[N+](=O)[O-])C)COCC[Si](C)(C)C